[Si](C)(C)(C(C)(C)C)OCCN1C=CC=2C=NC=C(C21)N2C(N(C(=NC2=O)SC)CC2=CC(=C(C(=C2)F)F)F)=O 3-(1-(2-((tert-butyldimethylsilyl)oxy)ethyl)-1H-pyrrolo[3,2-c]pyridin-7-yl)-6-(methylthio)-1-(3,4,5-trifluorobenzyl)-1,3,5-triazine-2,4(1H,3H)-dione